CC1(CCC=2C(=NNC2C1)C=1NC2=CC(=CC=C2C1)N1C(C2(CC1)CCN(CC2)CC=2C=C1C(N(C(C1=CC2)=O)C2C(NC(CC2)=O)=O)=O)=O)C 5-((2-(2-(6,6-dimethyl-4,5,6,7-tetrahydro-1H-indazol-3-yl)-1H-indol-6-yl)-1-oxo-2,8-diazaspiro[4.5]decan-8-yl)methyl)-2-(2,6-dioxopiperidin-3-yl)isoindoline-1,3-dione